(S)-6-(1-amino-1,3-dihydro-spiro[inden-2,4'-piperidin]-1'-yl)-3-(1-(2-(hydroxymethyl)phenyl)vinyl)-1,5-dihydro-4H-pyrazolo[3,4-d]pyrimidin-4-one N[C@@H]1C2=CC=CC=C2CC12CCN(CC2)C=2NC(C1=C(N2)NN=C1C(=C)C1=C(C=CC=C1)CO)=O